(1S,2S)-N-[2-(3-chlorophenyl)-3-hydroxypropyl]-2-phenylcyclopropane-1-carboxamide ClC=1C=C(C=CC1)C(CNC(=O)[C@@H]1[C@H](C1)C1=CC=CC=C1)CO